O1C=CC=2C1=NC=CC2 furo[b]pyridine